BrC=1C=C2C=NC(=NC2=CC1)NC(C)=O N-(6-bromoquinazolin-2-yl)acetamide